FC=1C=C2C(=NC=NC2=CC1)N1CC=2C=C(C=NC2CC1)C1=CN=C(S1)C 5-[6-(6-fluoroquinazolin-4-yl)-7,8-dihydro-5H-1,6-naphthyridin-3-yl]-2-methyl-thiazole